C1CCC2=C(C=3CCCC3C=C12)NC(NS(=O)(=O)C=1C=C(C=CC1)S(=O)(=O)NC)=O 3-[3-(1,2,3,5,6,7-hexahydro-S-indacen-4-yl)-ureidosulfonyl]-N-methyl-benzenesulfonamide